2-(difluoromethyl)-8,9-dimethyl-7-(3-(1-(2-morpholinoethyl)-1H-pyrazol-4-yl)-7,8-dihydro-1,6-naphthyridin-6(5H)-yl)-4H-pyrimido[1,2-b]pyridazin-4-one FC(C=1N=C2N(N=C(C(=C2C)C)N2CC=3C=C(C=NC3CC2)C=2C=NN(C2)CCN2CCOCC2)C(C1)=O)F